O=C1NC(C=CC1NC(=O)C1=NC=CC=C1)=O N-(2,6-dioxopyridin-3-yl)pyridinamide